[Cl-].C(=O)(O)C1=CC=C(C=N1)OC1=CC=C(C=C1)C1CCN(CC1)C(=O)C1=CC(=C(C=C1)N1CC[NH+](CC1)CC)NS(=O)(=O)CC1=CC=CC=C1 4-(4-(4-(4-((6-carboxypyridin-3-yl)oxy)phenyl)piperidine-1-carbonyl)-2-((phenylmethyl)-sulfonamido)phenyl)-1-ethylpiperazin-1-ium chloride